C(C)NC(=N)NC(=N)N N-ethyl-biguanide